8-bromo-4-dibenzofuran-1-yl-2-phenylbenzofuro[3,2-d]pyrimidine BrC=1C=CC2=C(C1)C=1N=C(N=C(C1O2)C2=CC=CC=1OC3=C(C12)C=CC=C3)C3=CC=CC=C3